NC=1C=C(C=C(C1)C(F)(F)F)[C@@H](C)NC1=NC(=NC2=CC(=C(C=C12)OCCOC1CC1)C(F)(F)F)C (R)-N-(1-(3-amino-5-(trifluoromethyl)phenyl)ethyl)-6-(2-cyclopropoxyethoxy)-2-methyl-7-(trifluoromethyl)quinazolin-4-amine